ethyl (3S)-3-(4'-(3-oxa-8-azabicyclo[3.2.1]octan-8-yl)-4-fluoro-2'-hydroxy-5,6'-dimethyl-[1,1'-biphenyl]-3-yl)-3-aminopropanoate C12COCC(CC1)N2C2=CC(=C(C(=C2)C)C2=CC(=C(C(=C2)C)F)[C@H](CC(=O)OCC)N)O